1,3-dibromo-9-phenyl-9H-carbazole BrC1=CC(=CC=2C3=CC=CC=C3N(C12)C1=CC=CC=C1)Br